7-Hydroxy-nonacosanoic acid OC(CCCCCC(=O)O)CCCCCCCCCCCCCCCCCCCCCC